C[NH+]1CN(C2=C1C(C1=CC=CC=C1C2)=O)C 1,3-dimethyl-9-oxo-4,9-dihydro-1H-naphtho[2,3-d]imidazolium